C[C@@H]1O[C@@H](CN(C1)C1=NC(=C2N1C1=CC(=CC=C1N=C2)C=2C=CC(=NC2)NCCCN(C)C)C)C N1-(5-(1-((2S,6R)-2,6-dimethylmorpholino)-3-methylimidazo[1,5-a]quinoxalin-8-yl)pyridin-2-yl)-N3,N3-dimethylpropane-1,3-diamine